ClC=1C(=NC=CC1C1=NC(=C(C=C1)CNCC1CCC(N1)=O)OC)C1=C(C(=CC=C1)NC1=NC=CC(=C1F)CNC1CCOCC1)Cl 5-((((3'-chloro-2'-(2-chloro-3-((3-fluoro-4-(((tetrahydro-2H-pyran-4-yl)amino)methyl)pyridin-2-yl)amino)phenyl)-6-methoxy-[2,4'-bipyridin]-5-yl)methyl)amino)methyl)pyrrolidin-2-one